Benzyl ((1r,4r)-4-(1,3,4-oxadiazol-2-yl)cyclohexyl)carbamate O1C(=NN=C1)C1CCC(CC1)NC(OCC1=CC=CC=C1)=O